N1(C=NC=C1)C=1C=NC2=CC=C(C=C2N1)C(=O)C=1C=C(C=C(C1)F)NC(=O)NC1=CC(=C(C=C1)Cl)F 1-(3-(3-(1H-imidazol-1-yl)quinoxaline-6-carbonyl)-5-fluorophenyl)-3-(4-chloro-3-fluorophenyl)urea